[Si](C)(C)(C(C)(C)C)OCCCC1=C(NC2=C(C(=CC=C12)F)B1OC(C(O1)(C)C)(C)C)C(=O)OCC (rac)-ethyl 3-(3-((tert-butyldimethylsilyl)oxy)propyl)-6-fluoro-7-(4,4,5,5-tetramethyl-1,3,2-dioxa-borolan-2-yl)-1H-indole-2-carboxylate